2-ethynyl-2-(hydroxymethyl)tetrahydrofuran-3-yl 3-(2-acetoxy-4,6-dimethyl phenyl)-3-methylbutanoate C(C)(=O)OC1=C(C(=CC(=C1)C)C)C(CC(=O)OC1C(OCC1)(CO)C#C)(C)C